Cl.NCCCOC1=NC=CC(=C1C1=CC(=NN1)NC=1N=CC(=NC1)C#N)OC 5-({5-[2-(3-aminopropoxy)-4-methoxypyridin-3-yl]-1H-pyrazol-3-yl}amino)pyrazine-2-carbonitrile hydrochloride salt